3-(indolin-2-yl)-5'-methyl-4-pentyl-2'-(prop-1-en-2-yl)-[1,1'-biphenyl]-2,6-diol N1C(CC2=CC=CC=C12)C1=C(C(=C(C=C1CCCCC)O)C1=C(C=CC(=C1)C)C(=C)C)O